(S)-1-(2-CYANOPHENYL)PIPERIDINE-3-CARBOXYLIC ACID C(#N)C1=C(C=CC=C1)N1C[C@H](CCC1)C(=O)O